didodecyl-1,4-dihydro-2,6-dimethyl-3,5-pyridinedicarboxylic acid C(CCCCCCCCCCC)C1(C(=C(NC(=C1C(=O)O)C)C)C(=O)O)CCCCCCCCCCCC